sodium 2-(4-(4-(4-(benzhydryl) piperidin-1-yl) butanoyl) phenyl)-2-methylpropionate C(C1=CC=CC=C1)(C1=CC=CC=C1)C1CCN(CC1)CCCC(=O)C1=CC=C(C=C1)C(C(=O)[O-])(C)C.[Na+]